(chloroundecyl)(trimethoxy)silane ClCCCCCCCCCCC[Si](OC)(OC)OC